(5S)-spiro[5,7-dihydrocyclopenta[b]pyrazine-6,4'-piperidine]-5-amine hydrochloride Cl.N1CCC2(CC1)[C@@H](C=1C(=NC=CN1)C2)N